4-((1-(4-(4-Phenyl-5H-pyrano[2,3-c:4,5-c']dipyridin-3-yl)benzyl)piperidin-4-yl)amino)pyrimidine-2-carbonitrile C1(=CC=CC=C1)C=1C2=C(C=NC1C1=CC=C(CN3CCC(CC3)NC3=NC(=NC=C3)C#N)C=C1)C1=C(C=NC=C1)OC2